tert-butyl 4-(1-(1-benzyl-3,3-difluoro-1,2,3,6-tetrahydropyridin-4-yl)azetidin-3-yl)piperazine-1-carboxylate C(C1=CC=CC=C1)N1CC(C(=CC1)N1CC(C1)N1CCN(CC1)C(=O)OC(C)(C)C)(F)F